1-((6-bromo-2,3,4-trifluorophenyl)amino)-3-(4-nitrophenyl)propan-2-ol BrC1=CC(=C(C(=C1NCC(CC1=CC=C(C=C1)[N+](=O)[O-])O)F)F)F